1,3,4,5-tetrahydroazepin-2-one N1C(CCCC=C1)=O